(2-(2-(2-fluoroethoxy)ethoxy)ethyl)isoindoline-1,3-dione FCCOCCOCCN1C(C2=CC=CC=C2C1=O)=O